ClC=1C(=NC=CC1)N1N=C(C=C1C(=O)NC1=C(C=C(C=C1C(NC)=O)C#N)C)CN1N=C(N=N1)C(F)(F)F 1-(3-chloropyridin-2-yl)-N-[4-cyano-2-methyl-6-(methylcarbamoyl)phenyl]-3-[(5-(trifluoromethyl)-2H-tetrazol-2-yl)methyl]-1H-pyrazole-5-carboxamide